p-phenylenebis(p-chlorophenylcarbodiimide) C1(=CC=C(C=C1)N=C=NC1=CC=C(C=C1)Cl)N=C=NC1=CC=C(C=C1)Cl